N1CCC(CC1)CCNC1C(C1)C1=CC=C(C=C1)C1=CC(=CC=C1)C(F)(F)F N-(2-(piperidin-4-yl)ethyl)-2-(3'-(trifluoromethyl)-[1,1'-biphenyl]-4-yl)cyclopropanamine